6-(2-fluorophenyl)-2-azaspiro[3.3]hept-5-ene FC1=C(C=CC=C1)C1=CC2(CNC2)C1